ClC1=CC=C(C(=O)OC2=C(C=C(C=C2)CC)OC)C=C1 2-methoxy-4-ethylphenyl 4-chlorobenzoate